ClC1=C(C=C(C=C1)C(=C)C1=CC=CC=C1)Cl 1,2-dichloro-4-(1-phenylvinyl)benzene